NCCNCCC[Si](OCC)(OCC)OCC 3-(N-(2-aminoethyl)amino)propyltriethoxysilane